tert-butyl (2R,5R)-2-(3-(N-benzylmethylsulfonamido)phenyl)-5-((S)-(3-fluorophenyl)(hydroxy)methyl)pyrrolidine-1-carboxylate C(C1=CC=CC=C1)N(S(=O)(=O)C)C=1C=C(C=CC1)[C@@H]1N([C@H](CC1)[C@@H](O)C1=CC(=CC=C1)F)C(=O)OC(C)(C)C